C(C1=CN=CC=C1)(=O)O nicotinoic acid